N'-[2-benzyloxy-2-(trifluoromethyl)hex-5-enoyl]-3,6-dichloro-5-(trifluoromethyl)pyridine-2-carbohydrazide C(C1=CC=CC=C1)OC(C(=O)NNC(=O)C1=NC(=C(C=C1Cl)C(F)(F)F)Cl)(CCC=C)C(F)(F)F